C(C)(=O)N1[C@H](CN(C2=CC(=CC=C12)C=1C=NN(C1)C1CCS(CC1)(=O)=O)C(=O)OC1CCC1)C cyclobutyl (3S)-4-acetyl-7-[1-(1,1-dioxo-1lambda6-thian-4-yl)-1H-pyrazol-4-yl]-3-methyl-1,2,3,4-tetrahydroquinoxaline-1-carboxylate